5-(4-isopropylpiperazin-1-yl)-2-methyl-N-(1-(2-(1-methyl-1H-pyrazol-4-yl)quinolin-4-yl)cyclopropyl)benzamide C(C)(C)N1CCN(CC1)C=1C=CC(=C(C(=O)NC2(CC2)C2=CC(=NC3=CC=CC=C23)C=2C=NN(C2)C)C1)C